C(C)N1N=CC(=C1)C1=C(C=C(C(=C1)[N+](=O)[O-])OC)N1CCN(CC1)C(=O)[O-] 4-(2-(1-ethyl-1H-pyrazol-4-yl)-5-methoxy-4-nitrophenyl)piperazine-1-carboxylate